C(C)OC=1C(=CC2=C(N=C(S2)C)C1)C#N 5-Ethoxy-2-methylbenzo[d]thiazole-6-carbonitrile